aminothieno[2,3-d]pyrimidine NC=1N=CC2=C(N1)SC=C2